4-hydroxy-1,5-dimethyl-3-[4-trifluoromethyl-2-pyridinyl]Imidazolidin-2-one OC1N(C(N(C1C)C)=O)C1=NC=CC(=C1)C(F)(F)F